C(C)(=O)OC(C[SiH2]C=C)OC(C)=O Diacetyloxyethylethenylsilan